NC(C(=O)O)CCC(=O)O 2-aminopentanedioic acid